C1(CC1)C=1N=CC2=C3C(=CC(=C2C1)S(NCC(C)(C)F)(=O)=O)C(CC3NC(=O)C=3C=NC=CC3)NC(=O)C=3C=NC=CC3 N-[3-cyclopropyl-5-[(2-fluoro-2-methylpropyl)sulfamoyl]-9-(pyridine-3-carbonylamino)-8,9-dihydro-7H-cyclopenta[h]isoquinolin-7-yl]pyridine-3-carboxamide